2-(4-Isopropyl-5-(8-methoxy-[1,2,4]triazolo[1,5-a]pyridin-6-yl)-1H-pyrazol-3-yl)-5-(1-(2-(methylsulfonyl)ethyl)piperidin-4-yl)thiazole C(C)(C)C=1C(=NNC1C=1C=C(C=2N(C1)N=CN2)OC)C=2SC(=CN2)C2CCN(CC2)CCS(=O)(=O)C